C(C)OC=1N=CC2=C(N1)N(C(C(=C2)C2=CC1=CN(N=C1C=C2)C)=O)C2=CC=C(C=C2)OC(F)(F)F 2-ethoxy-6-(2-methyl-2H-indazol-5-yl)-8-(4-(trifluoromethoxy)phenyl)pyrido[2,3-d]pyrimidin-7(8H)-one